(S)-5-chloro-4-(3-fluoro-4-methylphenyl)-N-(5-methyl-4-oxo-7-(7-oxa-2-azaspiro[3.5]nonan-2-yl)-2,3,4,5-tetrahydrobenzo[b]-[1,4]oxazepin-3-yl)pyrimidine-2-carboxamide ClC=1C(=NC(=NC1)C(=O)N[C@@H]1C(N(C2=C(OC1)C=CC(=C2)N2CC1(C2)CCOCC1)C)=O)C1=CC(=C(C=C1)C)F